N,N'-di(2-morpholinoethyl)oxamide O1CCN(CC1)CCNC(=O)C(=O)NCCN1CCOCC1